2-(6-{[(3R)-3-(2,3-Dichloro-6-fluorophenyl)-1-(prop-2-enoyl)pyrrolidin-3-yl]amino}-3-(trifluoromethyl)indazol-1-yl)acetamide ClC1=C(C(=CC=C1Cl)F)[C@]1(CN(CC1)C(C=C)=O)NC1=CC=C2C(=NN(C2=C1)CC(=O)N)C(F)(F)F